4-chloro-2-(3-((1r,3r)-3-chloro-1-(4-methyl-4H-1,2,4-triazol-3-yl)cyclobutyl)phenyl)-6-(((1-methylcyclobutyl)amino)methyl)isoindolin-1-one ClC1=C2CN(C(C2=CC(=C1)CNC1(CCC1)C)=O)C1=CC(=CC=C1)C1(CC(C1)Cl)C1=NN=CN1C